CN(C)CC=1C=C(C=C(C1)OCCCCCC\C=C/C\C=C/C\C=C/CCCCCCCC(=O)[O-])OCCCCCC\C=C/C\C=C/C\C=C/CCCCCCCC(=O)[O-] (9Z,9'Z,12Z,12'Z,15Z,15'Z)-((5-((dimethylamino)methyl)-1,3-phenylene)bis(oxy))bis(butane-4,1-diyl)bis(octadeca-9,12,15-trienoate)